2-(2-(6-((cis)-2,6-dimethylmorpholino)pyridin-2-yl)-1,6-naphthyridin-7-yl)-N-(1-(2-(methylsulfonyl)ethyl)-1H-pyrazol-4-yl)acetamide C[C@@H]1O[C@@H](CN(C1)C1=CC=CC(=N1)C1=NC2=CC(=NC=C2C=C1)CC(=O)NC=1C=NN(C1)CCS(=O)(=O)C)C